C(=O)O.F[C@@H]1C(NCC[C@@H]1N1CCC2=C1N=NC(=C2)C2=CC1=C(N=C(O1)C)C=C2O)(C)C 6-{7-[(3S,4S)-3-fluoro-2,2-dimethylpiperidin-4-yl]-6,7-dihydro-5H-pyrrolo[2,3-c]pyridazin-3-yl}-2-methyl-1,3-benzoxazol-5-ol formate salt